bisindenyl-zirconocene tert-Butyl-[3-(hydroxymethyl)-1,5,9-trioxaspiro[5.5]undecan-3-yl]carbamat C(C)(C)(C)N(C(O)=O)C1(COC2(OC1)CCOCC2)CO.C2(C=CC1=CC=CC=C21)[C-]2C=CC=C2.[C-]2(C=CC=C2)C2C=CC1=CC=CC=C21.[Zr+2]